The molecule is the conjugate base of diisopropyl hydrogen phosphate; major species at pH 7.3. It is a conjugate base of a diisopropyl hydrogen phosphate. CC(C)OP(=O)([O-])OC(C)C